10-(3-bromophenyl)-2,9-diphenylanthracene BrC=1C=C(C=CC1)C1=C2C=CC(=CC2=C(C2=CC=CC=C12)C1=CC=CC=C1)C1=CC=CC=C1